BrC1=CC=C(S1)C=1N(C(C2=C(N(C(C21)=O)CC(CCCCCCCC)CCCCCC)C=2SC(=CC2)Br)=O)CC(CCCCCCCC)CCCCCC 3,6-Bis(5-bromo-2-thienyl)-2,5-bis(2-hexyldecyl)-2,5-dihydropyrrolo[3,4-c]pyrrole-1,4-dione